C(C1=CC=CC=C1)C1=NC2=C(N1)C=CC(=C2)C(=O)NCC2CCCCCCC2 2-benzyl-N-(cyclooctylmethyl)-1H-benzimidazole-5-carboxamide